ClC=1C=2C(=CNC2C2=C(C1)CN(S(N2)(=O)=O)CCCCF)Cl 6,7-dichloro-3-(4-fluorobutyl)-1,3,4,9-tetrahydro-[1,2,6]thiadiazino[4,3-g]indole 2,2-dioxide